5-amino-4-pyrazolecarboxylate NC1=C(C=NN1)C(=O)[O-]